BrC1=CN=C2N1N=C(C=C2C)C(=O)N(C)C2=CC(=C(C=C2)F)C 3-bromo-N-(4-fluoro-3-methyl-phenyl)-N,8-dimethyl-imidazo[1,2-b]pyridazine-6-carboxamide